COC1=CC=C(C=C1)C1=CC2=C(N=C3N2C=CC(=C3)C)C=3C=CC=CC13 5-(4-methoxyphenyl)-10-methylnaphtho[1',2':4,5]imidazo[1,2-a]pyridine